racemic-3-methoxy-N-(3-(2-((3-methoxy-1-methyl-1H-pyrazol-4-yl)amino)pyrimidin-4-yl)-1H-indol-7-yl)-2-(4-methylpiperazin-1-yl)propanamide COC[C@H](C(=O)NC=1C=CC=C2C(=CNC12)C1=NC(=NC=C1)NC=1C(=NN(C1)C)OC)N1CCN(CC1)C |r|